The molecule is a beta-D-glucoside that is beta-D-glucopyranose in which the anomeric hydroxy hydrogen is replaced by a 6-bromo-2-naphthyl group. It has a role as a chromogenic compound. It is an organobromine compound, a member of naphthalenes and a beta-D-glucoside. It derives from a 6-bromo-2-naphthol. C1=CC2=C(C=CC(=C2)Br)C=C1O[C@H]3[C@@H]([C@H]([C@@H]([C@H](O3)CO)O)O)O